ClC1=NC=CC2=C1C(=C(S2)I)C2=C(C(=C(C(=C2C)Cl)OC)Cl)C 4-chloro-3-(3,5-dichloro-4-methoxy-2,6-dimethylphenyl)-2-iodothieno[3,2-c]pyridine